2-(hydroxymethyl)-2-methyl-1,3-propanediol OCC(CO)(CO)C